N[C@@H]1CC[C@H](CC1)C(=O)O (trans)-4-aminocyclohexanecarboxylic acid